ethyl 2-(6-(tetrahydro-2H-pyran-4-yl)pyridin-2-yl)propanoate O1CCC(CC1)C1=CC=CC(=N1)C(C(=O)OCC)C